dimyristyl thiodipropionate (dimyristyl thiodipropionate) C(CCCCCCCCCCCCC)C(C(=O)O)(CSCCC(=O)O)CCCCCCCCCCCCCC.S(CCC(=O)OCCCCCCCCCCCCCC)CCC(=O)OCCCCCCCCCCCCCC